CC(CC(C(=O)O)C)(CC1=C(CCC1C(=C)C)C)C.C(CC)(=O)OC1=CCCC1 cyclopentenyl propionate ([2,2-dimethyl-3-(2-methyl-5-prop-1-en-2-yl-1-cyclopentenyl) propyl] propionate)